(R)-3-(4-amino-6-(prop-1-en-2-yl)pyrido[3,4-d]pyrimidin-8-yl)-2,4-dimethylphenol NC=1C2=C(N=CN1)C(=NC(=C2)C(=C)C)C=2C(=C(C=CC2C)O)C